4-Bromo-5-fluoro-7-((1-(morpholinomethyl)cyclopropyl)methoxy)-1,3-dihydrofuro[3,4-f]quinoline BrC1=C2C(=C3C=CC(=NC3=C1F)OCC1(CC1)CN1CCOCC1)COC2